1-[(2R,5R)-4-hydroxyl-3-methoxy-5-(1-piperidyloxymethyl)tetrahydrofuran-2-yl]pyrimidine-2,4-dione OC1C([C@@H](O[C@@H]1CON1CCCCC1)N1C(NC(C=C1)=O)=O)OC